(S)-4,11-diethyl-4-hydroxy-3,14-dioxo-3,4,12,14-tetrahydro-1H-pyrano[3',4':6,7]indolizino[1,2-b]quinolin-9-yl benzhydrylprolinate C(C1=CC=CC=C1)(C1=CC=CC=C1)N1[C@@H](CCC1)C(=O)OC1=CC=2C(=C3C(=NC2C=C1)C1=CC2=C(C(N1C3)=O)COC([C@]2(O)CC)=O)CC